ClC1=CC=CC=2C=NC(SC21)(C)C 8-chloro-2,2-dimethyl-1,3-benzothiazine